CC1=CC=C(C=C1)S(=O)(=O)O[C@@H]1C[C@@H](C1)OCC1=CC=CC=C1 cis-3-(benzyloxy)cyclobutyl 4-methylbenzenesulfonate